BrC=1C=NN(C1C)C1CN(C1)C(=O)OC(C)(C)C tert-butyl 3-(4-bromo-5-methyl-1H-pyrazol-1-yl)azetidine-1-carboxylate